monothio diphosphate O1P(OS1)(=O)OP(=O)([O-])[O-]